7-bromo-3-(ethylsulphonyl)-N-[2-(methylamino)-5-(trifluoromethyl)pyridin-3-yl]imidazo[1,2-a]pyridine-2-carboxamide BrC1=CC=2N(C=C1)C(=C(N2)C(=O)NC=2C(=NC=C(C2)C(F)(F)F)NC)S(=O)(=O)CC